1-(2,4,6-trimethoxyphenyl)propan-2-amine COC1=C(C(=CC(=C1)OC)OC)CC(C)N